C1(=CC=CC2=CC=CC=C12)[C@@H](C)NC(=O)C1=CNC2=CC=CC=C12 (R)-N-(1-(naphthalen-1-yl)ethyl)-1H-indole-3-carboxamide